C1(CCCC1)C1=CC(=NC=N1)N 6-cyclopentylpyrimidin-4-amine